3-chloro-4-((3,5-difluoropyridin-2-yl)methoxy)-5',6-dimethyl-2'-(2-(3-methyl-2-carbonylpyrrolidin-3-yl)pyrimidin-4-yl)-2H-[1,4'-bipyridin]-2-one ClC=1C(N(C(=CC1OCC1=NC=C(C=C1F)F)C)C1=CC(=NC=C1C)C1=NC(=NC=C1)C1(C(NCC1)=C=O)C)=O